(3-oxa-8-azabicyclo[3.2.1]octan-8-yl)(3-(2-(6-(methylsulfonyl)pyridin-3-yl)furo[3,2-b]pyridin-7-yl)phenyl)methanone C12COCC(CC1)N2C(=O)C2=CC(=CC=C2)C2=C1C(=NC=C2)C=C(O1)C=1C=NC(=CC1)S(=O)(=O)C